C1=CC=CC=2C3=CC=CC=C3N(C12)C1=CC=CC2=C1N=NS2 carbazole-9-yl-benzothiadiazole